CS(=O)(=O)N1CCC(C=C1)COC=1C(C=C(OC1)CN1CC2=CC=C(C=C2C1)C(F)(F)F)=O 5-((1-(methylsulfonyl)-1,2,3,4-tetrahydropyridin-4-yl)methoxy)-2-((5-(trifluoromethyl)isoindolin-2-yl)methyl)-4H-pyran-4-one